FS(C=1C=C(ON2N=NC(=C2)C(=O)O)C=CC1)(F)(F)(F)F (3-(pentafluoro-λ6-sulfaneyl)phenoxy)-1H-1,2,3-triazole-4-carboxylic acid